[Fe].[Re] rhenium-iron